Neodymium-Iron Boron [B].[Fe].[Nd]